4-Chloro-6-methoxy-2,6,8-trimethyl-6H-pyrrolo[3,2-g]quinazolin-7(8H)-one ClC1=NC(=NC2=CC3=C(C=C12)C(C(N3C)=O)(C)OC)C